5-(2-oxo-2',3',5',6'-tetrahydrospiro[indoline-3,4'-pyran]-6-yl)benzoic acid O=C1NC2=CC(=CC=C2C12CCOCC2)C=2C=CC=C(C(=O)O)C2